ClC=1C=C(CNCCCCOCCOC2=NC3=C(C4=CN=CC=C24)C=CC(=C3)C(=O)N)C=CC1OC1CCC1 5-(2-(4-((3-chloro-4-cyclobutoxybenzyl)amino)butoxy)ethoxy)benzo[c][2,6]naphthyridine-8-carboxamide